[Cl-].C(C)N1CN(C=C1)C 1-ethyl-3-methylimidazole chloride